Tri(4-methyl-3-hexyl)citrat CC(C(CC)C(C(C(C(=O)[O-])(C(CC)C(CC)C)C(CC)C(CC)C)(O)C(=O)[O-])C(=O)[O-])CC